C1=NC=C(C2=CC=CC=C12)N1C(NC2(CC(C2)C2=CC=CC=C2)C1=O)=O 7-(isoquinolin-4-yl)-2-phenyl-5,7-diazaspiro[3.4]octane-6,8-dione